P(=O)(OC1=CC=CC=C1)(OC1=CC=CC=C1)OC(CC)C Diphenyl 1-methylpropyl phosphate